FC=1C(=CC(=NC1)OC)C1=CC(=NN1)C(=O)N1C2(CC2)C[C@H](CC1)C(=O)NCC12CC(C1)(C2)O (S)-4-(5-(5-fluoro-2-methoxypyridin-4-yl)-1H-pyrazole-3-carbonyl)-N-((3-hydroxy-bicyclo[1.1.1]pent-1-yl)methyl)-4-azaspiro[2.5]octane-7-carboxamide